NCC1(CN(CC1)C(=O)OC(C)(C)C)C1=CC=CC=C1 tert-butyl 3-(aminomethyl)-3-phenylpyrrolidine-1-carboxylate